1-(2-Fluorophenyl)cyclopropanamine FC1=C(C=CC=C1)C1(CC1)N